ferric citrate iron(+3) salt [Fe+3].C(CC(O)(C(=O)[O-])CC(=O)[O-])(=O)[O-].[Fe+3].C(CC(O)(C(=O)[O-])CC(=O)[O-])(=O)[O-]